2-((2-((5Z,8Z,11Z,14Z,17Z)-icosa-5,8,11,14,17-pentaen-1-yloxy)butanoyl)oxy)benzoic acid C(CCC\C=C/C\C=C/C\C=C/C\C=C/C\C=C/CC)OC(C(=O)OC1=C(C(=O)O)C=CC=C1)CC